ClC=1C(=NC(=C(C1OC)F)C1=C(C=C(C=C1)C(F)(F)F)Cl)C(=O)OC Methyl 3-chloro-6-(2-chloro-4-(trifluoromethyl) phenyl)-5-fluoro-4-methoxypicolinate